BrC1=CC=C2C(=CN=NC2=C1)N 7-BROMOCINNOLIN-4-AMINE